pyrazine-2-carbohydrazide N1=C(C=NC=C1)C(=O)NN